NC=1C=CC(=C(C1)S(=O)(=O)NCC1=C(C=C(C=C1)OC)OC)N1N=CC(=C1)NCC(F)(F)F 5-amino-N-(2,4-dimethoxybenzyl)-2-{4-[(2,2,2-trifluoroethyl)amino]-1H-pyrazol-1-yl}benzenesulfonamide